NC1=CC=C2C(=N1)CC[C@H]2NC([C@H](C)NC(=O)[C@H]2NCCC(=C2)C2=CC(=CC=C2)Cl)=O (S)-N-((S)-1-(((R)-2-amino-6,7-dihydro-5H-cyclopenta[b]pyridin-5-yl)amino)-1-oxopropan-2-yl)-4-(3-chlorophenyl)-1,2,5,6-tetrahydropyridine-2-carboxamide